C(C)(C)(C)OC(=O)N1[C@@H](CCC1)CN(CC(CN1C(C2=CC=CC=C2C1=O)=O)=O)C(=O)OCC1=CC=CC=C1 (2S)-2-[[benzyloxycarbonyl-[3-(1,3-dioxoisoindolin-2-yl)-2-oxo-propyl]amino]methyl]pyrrolidine-1-carboxylic acid tert-butyl ester